FC1=C(C=CC=C1)N1N=CC2=C1COCC2NC(=O)C2=NOC1=C2CCCC1 N-(1-(2-fluorophenyl)-1,4,5,7-tetrahydropyrano[3,4-c]pyrazol-4-yl)-4,5,6,7-tetrahydrobenzo[d]isoxazole-3-carboxamide